C(#N)C1=CC(=C(COC2=CC=CC(=N2)C2=CC(=C(CC3=NC4=C(N3[C@@H]3COC[C@H]3CO)C=C(C=C4)C(=O)O)C=C2F)F)C=C1)F |r| racemic-2-(4-(6-((4-cyano-2-fluorobenzyl)oxy)pyridin-2-yl)-2,5-difluorobenzyl)-1-((3S,4R)-4-(hydroxymethyl)tetrahydrofuran-3-yl)-1H-benzo[d]imidazole-6-carboxylic acid